N1CC(C1)NC1=CC(=C2CN(C(C2=C1)=O)C1CCC(CC1)C(=O)NC1=CC(=C(C=C1)C)OC)Br (1s,4s)-4-(6-(Azetidin-3-ylamino)-4-bromo-1-oxoisoindolin-2-yl)-N-(3-methoxy-4-methylphenyl)cyclohexanecarboxamide